C(=O)(O)C1CC2=CC(=CC=C2CC1)OC1=C(C=C(C=C1)[N+](=O)[O-])C1=CC=CC2=CC=CC=C12 2-carboxy-7-(2-(naphthalen-1-yl)-4-nitrophenoxy)-1,2,3,4-tetrahydronaphthalen